tert-butyl (4-(2-amino-4-(dipropylcarbamoyl)-8-(3-((3-(hydroxymethyl)azetidin-1-yl)sulfonyl)phenyl)-3H-benzo[b]azepin-6-yl)butyl)carbamate NC=1CC(=CC2=C(N1)C=C(C=C2CCCCNC(OC(C)(C)C)=O)C2=CC(=CC=C2)S(=O)(=O)N2CC(C2)CO)C(N(CCC)CCC)=O